4-(5-((1R,3S,5s,7s)-5-amino-2-azaadamantan-2-yl)pyrazin-2-yl)-6-(1-methyl-1H-pyrazol-4-yl)pyrazolo[1,5-a]pyridine-3-carbonitrile NC12C[C@H]3N([C@H](CC(C1)C3)C2)C=2N=CC(=NC2)C=2C=3N(C=C(C2)C=2C=NN(C2)C)N=CC3C#N